ethyl 1-6-chloro-4-methyl-3,4-dihydro-2H-benzo[b][1,4]oxazine-2-carboxylate ClC1=CC2=C(OC(CN2C)C(=O)OCC)C=C1